dicyanomethylenepyrane C(#N)C(C#N)=C1OC=CC=C1